ClC=1C(=C(C=CC1)NC(=O)NC1=CC(=CC(=C1)OC(F)(F)F)Cl)CCO 1-[3-chloro-2-(2-hydroxyethyl)phenyl]-3-(3-chloro-5-trifluoromethoxyphenyl)urea